N-(2-methoxybenzyl)-1,2-dimethyl-N-(1-(tetrahydro-2H-pyran-2-yl)-1H-indazol-5-yl)-1H-pyrrole-3-carboxamide COC1=C(CN(C(=O)C2=C(N(C=C2)C)C)C=2C=C3C=NN(C3=CC2)C2OCCCC2)C=CC=C1